tert-butyl (2-(6-chloro-4-oxo-8-(pyridin-3-yl)pyrido[3,4-d]pyrimidin-3(4H)-yl)propyl)carbamate ClC1=CC2=C(N=CN(C2=O)C(CNC(OC(C)(C)C)=O)C)C(=N1)C=1C=NC=CC1